(S)-(3-(dimethylamino)-3-methylazetidin-1-yl)(5-ethyl-2-(6-(2-ethyl-5-fluoro-4-hydroxyphenyl)-1H-indazol-3-yl)-4,5,6,7-tetrahydro-3H-imidazo[5,4-c]pyridin-6-yl)methanone CN(C1(CN(C1)C(=O)[C@@H]1CC2=C(CN1CC)NC(=N2)C2=NNC1=CC(=CC=C21)C2=C(C=C(C(=C2)F)O)CC)C)C